(1R,3aS,4R,5R,6R,9aR,E)-7-isopropyl-1-(methoxymethyl)-4,9a-dimethyl-1,2,3,3a,4,5,6,8,9,9a-decahydrodicyclopenta[a,d][8]annulene-1,5,6-triol C(C)(C)C=1CC[C@@]2(/C=C/3\[C@H]([C@H]([C@H]([C@@H](C21)O)O)C)CC[C@]3(O)COC)C